CC=1C2=C(C(N(N1)CC(=O)N[C@@H](C)C1=CC=C(C=C1)C)=O)N(N=C2)C2=CC=CC=C2 (S)-2-(4-Methyl-7-oxo-1-phenyl-1,7-dihydro-6H-pyrazolo[3,4-d]pyridazin-6-yl)-N-(1-(p-tolyl)-ethyl)acetamid